5-((1-(methylsulfonyl)-piperidin-4-yl)methoxy)-2-((5-(trifLuoromethyl)isoindolin-2-yl)methyl)-4H-pyran-4-one CS(=O)(=O)N1CCC(CC1)COC=1C(C=C(OC1)CN1CC2=CC=C(C=C2C1)C(F)(F)F)=O